(8-{[2-(4-Bromophenyl)imidazo[1,2-a]pyridin-3-yl]-methyl}-3,8-diazabicyclo[3.2.1]oct-3-yl)-(2-fluorophenyl)methanone BrC1=CC=C(C=C1)C=1N=C2N(C=CC=C2)C1CN1C2CN(CC1CC2)C(=O)C2=C(C=CC=C2)F